COC(C(C=1C=C(C=CC1)C)NS(=O)(=O)C1=CC=C(C=C1)[N+](=O)[O-])OC N-(2,2-dimethoxy-1-(m-tolyl)ethyl)-4-nitrobenzenesulfonamide